C(C1=CC=CC=C1)OC(=O)NC(C=1N=C2N(N=C(C=C2)CC2(C(NCC(C2)(F)F)=O)C(=O)OC)C1)C1CC(CCC1)(F)F Methyl 3-((2-((((benzyloxy)carbonyl)amino)(3,3-difluorocyclohexyl)methyl)imidazo[1,2-b]pyridazin-6-yl)methyl)-5,5-difluoro-2-oxopiperidine-3-carboxylate